2-[Methyl-(4-methyl-4H-[1,2,4]triazole-3-carbonyl)-amino]-5-oxo-5H-thieno[3,2-b]pyran-6-carboxylic acid CN(C1=CC=2OC(C(=CC2S1)C(=O)O)=O)C(=O)C1=NN=CN1C